ONC(CCCCCCC1=NC(=NC=C1C(=O)N)NC1COCC2=CC=CC=C12)=O (7-(hydroxyamino)-7-oxoheptyl)-2-(isochroman-4-ylamino)pyrimidine-5-carboxamide